SC=1NC=2C(=NC(=CC2)OC)N1 2-mercapto-5-methoxyimidazo[4,5-b]pyridine